amino-4-thiazolyl-pyrimidine NC1=NC=CC(=N1)C=1SC=CN1